3,5-dimethylbromobenzene CC1=CC(=CC(=C1)Br)C